(3,5-dibromophenyl)boric acid BrC=1C=C(C=C(C1)Br)OB(O)O